ClC(C1=NC(=NO1)C1=CC=C(C=C1)C(CS(=O)(=O)CCC(F)(F)F)=O)(F)F 1-(4-(5-(chlorodifluoromethyl)-1,2,4-oxadiazol-3-yl)phenyl)-2-((3,3,3-trifluoropropyl)sulfonyl)ethan-1-one